4-(5,6-dimethoxybenzo[b]thiophen-2-yl)-4-oxobutanoate COC1=CC2=C(SC(=C2)C(CCC(=O)[O-])=O)C=C1OC